ClC1=C(C(=O)N2CCN(CC2)C(=O)OC(C)(C)C)C=CC(=C1)NC(=O)C=1N(C(=CN1)C1=C(C(=C(C=C1)C=1C(=NNC1)C)F)F)C tert-butyl 4-[2-chloro-4-[[5-[2,3-difluoro-4-(3-methyl-1H-pyrazol-4-yl)phenyl]-1-methyl-imidazole-2-carbonyl]amino]benzoyl]piperazine-1-carboxylate